tert-butyl (R)-2-(methyl(4-methyl-3-(((R)-1-(2-(1-methyl-1H-pyrazol-4-yl)quinolin-4-yl)ethyl)carbamoyl)phenyl)carbamoyl)piperidine-1-carboxylate CN(C(=O)[C@@H]1N(CCCC1)C(=O)OC(C)(C)C)C1=CC(=C(C=C1)C)C(N[C@H](C)C1=CC(=NC2=CC=CC=C12)C=1C=NN(C1)C)=O